BrC=1C=CC(=NC1)OCCCC1CCN(CC1)C1=NC=C(C=N1)Cl 2-[4-[3-[(5-bromo-2-pyridyl)oxy]propyl]-1-piperidyl]-5-chloro-pyrimidine